6-(trifluoromethyl)pyridine-3-carboximidoyl chloride hydrochloride Cl.FC(C1=CC=C(C=N1)C(=N)Cl)(F)F